CC(CC)(C)C1=C(C=CC(=C1)C(CC)(C)C)C1=C(C=CC(=C1)C(CC)(C)C)P([O-])([O-])([O-])C1=CC=C(C=C1)C(CC)(C)C [2,4-Bis(1,1-dimethylpropyl)phenyl]bis[4-(1,1-dimethylpropyl)phenyl]phosphit